ethyl 2-(5-fluoropyrimidin-2-yl)acetate FC=1C=NC(=NC1)CC(=O)OCC